6-[(3R)-3-(1-cyclopropyl-{[(1R,2S)-2-(4-chloro-3-methylphenyl)cyclopropyl]carbamoyl}amino)piperidin-1-yl]pyridazine-4-carboxylic acid C1(CC1)N([C@H]1CN(CCC1)C1=CC(=CN=N1)C(=O)O)C(N[C@H]1[C@@H](C1)C1=CC(=C(C=C1)Cl)C)=O